1-(2-(5-(4-methylpiperazin-1-yl)pyrazolo[1,5-a]pyridine-3-carbonyl)-2-azaspiro[3.3]heptan-6-yl)-3-(3-(trifluoromethyl)phenyl)urea CN1CCN(CC1)C1=CC=2N(C=C1)N=CC2C(=O)N2CC1(C2)CC(C1)NC(=O)NC1=CC(=CC=C1)C(F)(F)F